FC1=C(C(=O)NN)C=CC(=C1)F 2,4-difluorobenzoic hydrazide